thiomorpholine-1-oxide HCl Cl.N1CCS(CC1)=O